((2R,3S,4R,5R)-5-(4-aminopyrrolo[2,1-f][1,2,4]triazin-7-yl)-5-cyano-3,4-dihydroxytetrahydrofuran-2-yl)methyl (2R)-2-amino-3-methylpentanoate N[C@@H](C(=O)OC[C@H]1O[C@@]([C@@H]([C@@H]1O)O)(C#N)C1=CC=C2C(=NC=NN21)N)C(CC)C